3-(difluoromethyl)-1-phenyl-1H-pyrazole-5-carboxylic acid ethyl ester C(C)OC(=O)C1=CC(=NN1C1=CC=CC=C1)C(F)F